bis(trimethylbenzoyl)phenyl-phosphine oxide CC1=C(C(=C(C(=O)P(C2=CC=CC=C2)(C(C2=C(C(=C(C=C2)C)C)C)=O)=O)C=C1)C)C